N1(CCNCCCN(CCC1)CC=1C(=C(C=C(C1)C)NC(CP(O)(O)=O)=O)O)CC=1C(=C(C=C(C1)C)NC(CP(O)(O)=O)=O)O {1,4,8-triazacycloundecane-1,8-diylbis[methylene(2-hydroxy-5-methyl-3,1-phenylene)azanediyl(2-oxoethane-2,1-diyl)]}bis(phosphonic acid)